The molecule is a nitrotoluene that is p-nitrotoluene in which one of the hydrogens that is ortho to the methyl group has been replaced by a chlorine. A pale yellow crystalline compound that is insoluble in water but dissolves in most organic solvents, it is used in the manufacture of dyes. It is a member of monochlorobenzenes and a nitrotoluene. CC1=C(C=C(C=C1)[N+](=O)[O-])Cl